C(C)(C)(C)OC(=O)N1CC=C([C@](C1)(C)F)O[Si](CC)(CC)CC |r| rac-5-fluoro-5-methyl-4-(triethylsiloxy)-5,6-dihydropyridine-1(2H)-carboxylic acid tert-butyl ester